N[C@H](C)C1=C(O[C@H](CNC(OC(C)(C)C)=O)C)C=CC(=C1)F tert-butyl ((S)-2-(2-((R)-1-aminoethyl)-4-fluorophenoxy)-propyl)carbamate